[N+](=O)([O-])C1=C(C(=CC(=C1)[N+](=O)[O-])[N+](=O)[O-])S(=O)(=O)[O-] 2,4,6-trinitrobenzenesulfonate